(2-chloropyridin-3-yl)ethyl (4-(5-(3-hydroxybicyclo[1.1.1]pentane-1-carboxamido)pyridin-2-yl)-1-methyl-1H-1,2,3-triazol-5-yl)carbamate dihydrochloride Cl.Cl.OC12CC(C1)(C2)C(=O)NC=2C=CC(=NC2)C=2N=NN(C2NC(OCCC=2C(=NC=CC2)Cl)=O)C